ClC1=C(C=C(C=C1)C(CN1CCN(CC1)C(=O)OC(C)(C)C)NS(=O)(=O)C1=CC=C(C=C1)OC(F)(F)F)F tert-butyl 4-(2-(4-chloro-3-fluorophenyl)-2-((4-(trifluoromethoxy)phenyl)sulfonamido)ethyl)piperazine-1-carboxylate